FC1(CC=C(CC1)C1=NC(=CC=C1F)C#C[Si](C(C)C)(C(C)C)C(C)C)F 2-(4,4-difluorocyclohex-1-en-1-yl)-3-fluoro-6-((triisopropylsilyl)ethynyl)pyridine